((6-(5-(4-fluoro-2-(1-isopropyl-3-(trifluoromethyl)-1H-pyrazol-5-yl)phenoxy)pyrimidin-4-yl)-2,6-diazaspiro[3.3]heptan-2-yl)methyl)cyclohexan-1-ol FC1=CC(=C(OC=2C(=NC=NC2)N2CC3(CN(C3)CC3(CCCCC3)O)C2)C=C1)C1=CC(=NN1C(C)C)C(F)(F)F